(S)-(4-(4-(difluoromethyl)pyrazolo[1,5-a]pyridin-2-yl)-6,7-dihydro-1H-imidazo[4,5-c]pyridin-5(4H)-yl)(5-methyl-1,3,4-oxadiazol-2-yl)methanone FC(C=1C=2N(C=CC1)N=C(C2)[C@H]2N(CCC1=C2N=CN1)C(=O)C=1OC(=NN1)C)F